BrC1=CC(=C(C=C1F)NS(=O)(=O)C1=CNC(=C1)C1=NC(=CC=C1)Br)F N-(4-bromo-2,5-difluorophenyl)-5-(6-bromopyridin-2-yl)-1H-pyrrole-3-sulfonamide